BrC=1C=CC(=C(C1)NS(=O)(=O)C1=CC(=CC=C1)C(F)(F)F)F N-(5-bromo-2-fluorophenyl)-3-(trifluoromethyl)phenylsulfonamide